NC1=NC=CC(=N1)C=1C2=C(C(=NC1)NCC=1C=C(C(=O)NC[C@@H]3OCCC3)C=CC1)CCO2 (R)-3-(((7-(2-aminopyrimidin-4-yl)-2,3-dihydrofuro[3,2-c]pyridin-4-yl)amino)methyl)-N-((tetrahydrofuran-2-yl)methyl)benzamide